ClC=1C=C(C=C(C1)C1CNC(N(C1)C)=O)[C@H]1N(CCOC1)C(=O)OC(C)(C)C tert-butyl (3R)-3-(3-chloro-5-(1-methyl-2-oxohexahydropyrimidin-5-yl)phenyl)morpholine-4-carboxylate